5-(trifluoromethyl)-1,3,4-oxadiazol-2-amine FC(C1=NN=C(O1)N)(F)F